C1S(CC12CCC2)(=O)=O 2λ6-thiaspiro[3.3]heptane-2,2-dione